C(C)NC(=O)NC1=NC2=C(N1)C=CC(=C2)C2=C(C=CC(=C2)CC2=NNC(C1=CC=CC(=C21)F)=O)F 1-Ethyl-3-(5-(2-fluoro-5-((8-fluoro-4-oxo-3,4-dihydrophthalazin-1-yl)methyl)phenyl)-1H-benzimidazol-2-yl)urea